5-fluoropyrimidin-2(1H)-one FC=1C=NC(NC1)=O